Methyl (S)-2-(chloromethyl)-5-fluoro-1-(oxetan-2-ylmethyl)-1H-benzo[d]imidazole-6-carboxylate ClCC1=NC2=C(N1C[C@H]1OCC1)C=C(C(=C2)F)C(=O)OC